2-(((7-Fluoroquinolin-6-yl)methyl)amino)-5-((imidazo[1,2-a]pyridin-8-ylmethyl)amino)-cyclohexan-1-ol, dihydrochloride Cl.Cl.FC1=C(C=C2C=CC=NC2=C1)CNC1C(CC(CC1)NCC=1C=2N(C=CC1)C=CN2)O